N-[3-(ethoxydimethylsilyl)propyl]-N',N''-dimethylguanidine C(C)O[Si](CCCNC(=NC)NC)(C)C